dodecyl 3-(4-hydroxy-3,5-diisopropylphenyl)propionate OC1=C(C=C(C=C1C(C)C)CCC(=O)OCCCCCCCCCCCC)C(C)C